C(C)OC1=C(C=CC(=C1)COC)OC(CC=C)CCCCCCCCC 2-ethoxy-4-(methoxymethyl)-1-(tridec-1-en-4-yloxy)benzene